(2-(tert-Butyl)-4-methyl-1H-benzo[d]imidazol-1-yl)(phenyl)methanone C(C)(C)(C)C1=NC2=C(N1C(=O)C1=CC=CC=C1)C=CC=C2C